N1[C@@H](CC1)COC=1C=CC(=C(C(=O)NC2(CC2)C2=C3C=CC=NC3=CC(=C2)C=2C=NC=CC2)C1)C (s)-5-(Azetidin-2-ylmethoxy)-2-methyl-N-(1-(7-(pyridin-3-yl)quinolin-5-yl)cyclopropyl)benzamide